2-(3-(2-(((R)-phenyl((R)-1,2,3,4-tetrahydropyrido[2,3-b]pyrazin-3-yl)methyl)amino)ethyl)phenyl)acetamide C1(=CC=CC=C1)[C@H]([C@H]1CNC2=C(N1)N=CC=C2)NCCC=2C=C(C=CC2)CC(=O)N